COC1=NC=CC(=C1)C[C@H]1CN(CCN1C)CC1=CN=C(S1)NC(C)=O (S)-N-(5-((3-((2-Methoxypyridin-4-yl)methyl)-4-methylpiperazin-1-yl)methyl)thiazol-2-yl)acetamid